3-(2-((tert-butyldimethylsilyl)oxy)ethyl)-8-fluoro-1-(methylamino)-1,3,4,5-tetrahydrobenzo[c][1,7]naphthyridin-6(2H)-one [Si](C)(C)(C(C)(C)C)OCCN1CC(C=2C3=C(C(NC2C1)=O)C=C(C=C3)F)NC